(R/S)-1-(3-(1-aminoethyl)phenyl)-1,1-difluoro-2-methylpropan-2-ol hydrochloride Cl.N[C@H](C)C=1C=C(C=CC1)C(C(C)(O)C)(F)F |r|